BrC1=C2CCN=C(C2=C(C=C1)OC)CN1C(C2=CC=CC=C2C1=O)=O 2-((5-bromo-8-methoxy-3,4-dihydroisoquinolin-1-yl)methyl)isoindoline-1,3-dione